1-(Tert-butyl)-5-methyl-N-(quinolin-2-yl)-1H-pyrazole-4-carboxamide C(C)(C)(C)N1N=CC(=C1C)C(=O)NC1=NC2=CC=CC=C2C=C1